[O-2].[Al+3].[Ni+2] nickel aluminum oxide